C1(CC1)OC=1C=C(C=CC1COC1=NC(=CC=C1)C1CCNCC1)C(C)=O 1-(3-cyclopropoxy-4-(((6-(piperidin-4-yl)pyridin-2-yl)oxy)methyl)phenyl)-ethan-1-one